C1(=CC=C(C=C1)CN1C(=NC=2N(C(N(C(C12)=O)C)=O)C)OCC)C1=CC=CC=C1 7-([1,1'-Biphenyl]-4-ylmethyl)-8-ethoxy-1,3-dimethyl-3,7-dihydro-1H-purine-2,6-dione